hexaanimine platinum sulfate S(=O)(=O)([O-])[O-].[Pt+2].C(CCCCC)=N